4-bromo-8-methoxyquinoline BrC1=CC=NC2=C(C=CC=C12)OC